N-(1-(2-Fluorophenethyl)piperidin-4-yl)-N-phenylfuran-2-carboxamide HCl Cl.FC1=C(CCN2CCC(CC2)N(C(=O)C=2OC=CC2)C2=CC=CC=C2)C=CC=C1